NC1C2CC2CC12CCN(CC2)C=2C(NC(=CN2)SC2=C(C(=CC=C2)Cl)Cl)=O 3-(2-aminospiro[bicyclo[3.1.0]hexane-3,4'-piperidine]-1'-yl)-6-((2,3-dichlorophenyl)thio)pyrazin-2(1H)-one